6-hydroxy-1-methyl-3,4-dihydro-1H-2λ6,1-benzothiazine-2,2-dione OC=1C=CC2=C(CCS(N2C)(=O)=O)C1